(R)-2-(((benzyloxy)carbonyl)amino)propyl methanesulfonate CS(=O)(=O)OC[C@@H](C)NC(=O)OCC1=CC=CC=C1